C(=O)O.CS(=O)(=O)N1CCN(CC1)C=O (4-(Methylsulfonyl)piperazin-1-yl)methanone formate